C(C=C)C1=CC(=C(C(=C1)N)O)OC 4-allyl-2-methoxy-6-aminophenol